C(C1=CC=CC=C1)OC=1C(C(=CN2N3[C@@H](C=C[C@@H](N(C(C12)=O)C3)CF)C)C(=O)NCC3=C(C=C(C=C3F)F)F)=O (1S,10R,13R)-6-benzyloxy-10-(fluoromethyl)-13-methyl-5,8-dioxo-N-[(2,4,6-trifluorophenyl)methyl]-1,2,9-triazatricyclo[7.4.1.02,7]tetradeca-3,6,11-triene-4-carboxamide